C1(CC1)C(CCCCN1CCN(CC1)C(=O)OC(C)(C)C)OC1=C(C=C(C=C1)S(=O)(=O)C)C=1C2=C(C(N(C1)C)=O)N(C=C2)S(=O)(=O)C2=CC=C(C=C2)C tert-butyl 4-[5-cyclopropyl-5-[2-[6-methyl-7-oxo-1-(p-tolylsulfonyl)pyrrolo[2,3-c]pyridin-4-yl]-4-methylsulfonyl-phenoxy]pentyl]piperazine-1-carboxylate